2-(1-hydroxycyclobutyl)pyrimidin-4-yl trifluoromethanesulfonate FC(S(=O)(=O)OC1=NC(=NC=C1)C1(CCC1)O)(F)F